rac-methyl (1R,2R,3S,4R,5S)-5-hydroxy-3-(1-methyl-3-(trifluoromethyl)-1H-pyrazol-4-yl)-7-oxabicyclo[2.2.1]heptane-2-carboxylate O[C@@H]1[C@H]2[C@@H]([C@H]([C@@H](C1)O2)C(=O)OC)C=2C(=NN(C2)C)C(F)(F)F |r|